[N+](=O)([O-])C=1C=C(C#N)C=CC1NC1=CC2=C(NC(N2C2=CC=NC=C2)=O)C=C1 3-Nitro-4-[[2-oxo-3-(4-pyridyl)-1H-benzimidazol-5-yl]amino]benzonitrile